(R)-4-((1-(3-(1,1-difluoro-2-hydroxy-2-methylpropyl)-2-fluorophenyl)ethyl)amino)-6,6-bis(fluoromethyl)-2,8-dimethyl-6,8-dihydro-7H-pyrrolo[3,2-g]quinazolin-7-one FC(C(C)(C)O)(F)C=1C(=C(C=CC1)[C@@H](C)NC1=NC(=NC2=CC3=C(C=C12)C(C(N3C)=O)(CF)CF)C)F